ClC1=C(C=C(C=N1)[N+](=O)[O-])C 6-Chloro-5-methyl-3-nitropyridin